C(=C)C1=CC=C(C[PH3+])C=C1 4-vinylbenzyl-phosphonium